trisulphonyl-triazine trisodium salt [Na].[Na].[Na].S(=O)(=O)=C1C(C(N=NN1)=S(=O)=O)=S(=O)=O